N-cyclopropyl-2-methoxy-3-[3-(pyrrolidin-1-yl)propoxy]-6H,7H,8H-cyclopenta[b]1,5-naphthyridin-9-amine C1(CC1)NC1=C2C(=NC3=CC(=C(N=C13)OC)OCCCN1CCCC1)CCC2